[Se-2].[Se-2].[Hf+4] Hafnium-Diselenid